isoquinolin-1-yl-bis(4-methoxyphenyl)phosphine oxide C1(=NC=CC2=CC=CC=C12)P(C1=CC=C(C=C1)OC)(C1=CC=C(C=C1)OC)=O